CN(C)C1(CCC1)C(=O)NC 3-trans-(dimethylamino)-N-methylcyclobutane-1-carboxamide